3-chloro-6-(2-hydroxyethyl)-2-iodo-5-(trifluoromethyl)phenol ClC=1C(=C(C(=C(C1)C(F)(F)F)CCO)O)I